(S)-(4-((4-(4-((2-(1-hydroxyethyl)-1H-imidazol-1-yl)methyl)oxazol-2-yl)phenyl)ethynyl)phenyl)(morpholino)methanone O[C@@H](C)C=1N(C=CN1)CC=1N=C(OC1)C1=CC=C(C=C1)C#CC1=CC=C(C=C1)C(=O)N1CCOCC1